(methylthio)pyrimido[5,4-d]pyrimidin-4-amine CSC=1N=C(C2=C(N1)C=NC=N2)N